3-(2-((1-(hydroxymethyl)cyclobutyl)amino)-2-oxoacetyl)-2-methyl-N-(5-(trifluoromethyl)thiazol-2-yl)-5,6,7,8-tetrahydroindolizine-1-carboxamide OCC1(CCC1)NC(C(=O)C1=C(C(=C2CCCCN12)C(=O)NC=1SC(=CN1)C(F)(F)F)C)=O